N-(3-mercaptopropanoyl)-N-methyl-L-alaninate SCCC(=O)N([C@@H](C)C(=O)[O-])C